3,5-Difluorobenzaldehyde-O-(1-methyl-1H-imidazole-4-carbonyl) oxime CN1C=NC(=C1)C(=O)ON=CC1=CC(=CC(=C1)F)F